ClP1(OCCO1)=O 2-Chloro-2-Oxo-1,3,2-dioxaphospholan